4-(3-aminopyridin-2-yl)-N-(3-(methylsulfonamido)phenyl)thiophene-2-carboxamide NC=1C(=NC=CC1)C=1C=C(SC1)C(=O)NC1=CC(=CC=C1)NS(=O)(=O)C